allyl-2-hydroxyethyl Ether C(C=C)C(COCC(CC=C)O)O